ClP1OC(C2=C(O1)C=CC(=C2)Cl)C 2,6-dichloro-4-methyl-4H-benzo[d][1,3,2]dioxaphosphinine